C(C)(=O)OCCCCC\C=C/CC (Z)-6-nonen-1-ol acetate